ClC=1C(=NC(=NC1)NC1=C(C=C(C=C1)N1CCN(CC1)CC1CN(C1)C=1C=C2CN(C(C2=CC1)=O)C1C(NC(CC1)=O)=O)OC)NC1=C(C=CC=C1)P(=O)(C)C 3-(5-(3-((4-(4-((5-chloro-4-((2-(dimethylphosphoryl)phenyl)amino)pyrimidin-2-yl)amino)-3-methoxyphenyl)piperazin-1-yl)methyl)azetidin-1-yl)-1-oxoisoindolin-2-yl)piperidine-2,6-dione